[Sb]=[Te].[Ge] germanium-antimony telluride